tert-butyl 2-(1-benzyl-3-methyl-2,5-dioxopyrrolidin-3-yl)-1H-pyrrole-1-carboxylate C(C1=CC=CC=C1)N1C(C(CC1=O)(C)C=1N(C=CC1)C(=O)OC(C)(C)C)=O